ethyl 2-(3-(8-(((benzyloxy) carbonyl) (methyl)amino)-1-bromo-3,7,7-trimethyl-2-oxooctan-3-yl)phenyl)acetate C(C1=CC=CC=C1)OC(=O)N(CC(CCCC(C(CBr)=O)(C)C=1C=C(C=CC1)CC(=O)OCC)(C)C)C